ClC1=C(CC=2N=C3N(C(=NC=4C(=CC=CC34)OC)N)C2)C(=CC=C1)Cl 2-(2,6-dichlorobenzyl)-7-methoxyimidazo[1,2-c]quinazolin-5-amine